(R)-6-(2-(3-bromophenyl)-2-hydroxyacetyl)-2-(1-(3-fluorophenyl)cyclopropyl)-5,6,7,8-tetrahydropyrido[4,3-d]pyrimidin-4(3H)-one BrC=1C=C(C=CC1)[C@H](C(=O)N1CC2=C(N=C(NC2=O)C2(CC2)C2=CC(=CC=C2)F)CC1)O